C(=O)NNC(=O)[C@H]1[C@@H](N(C1)C(=O)OC(C)(C)C)C |r| trans-rac-tert-butyl 3-(2-formylhydrazine-1-carbonyl)-2-methylazetidine-1-carboxylate